COC(=O)[C@@H]1N(CC(C1)(F)F)C1=CC=CC=C1 (2R)-4,4-difluoro-1-[phenyl]pyrrolidine-2-carboxylic acid methyl ester